3-AMINO-4-CHLOROBENZALDEHYDE NC=1C=C(C=O)C=CC1Cl